2-chloro-N-(2,6-DIMETHYLPHENYL)-4-(isopropylamino)pyrimidine-5-carboxamide NICKEL [Ni].ClC1=NC=C(C(=N1)NC(C)C)C(=O)NC1=C(C=CC=C1C)C